NC=1C=2N(C(=C(N1)C=1C=C(C#N)C=CC1)C1=NN(C(C=C1)=O)C)N=C(N2)CC2=NC=CC=C2 3-(8-Amino-5-(1-methyl-6-oxo-1,6-dihydropyridazin-3-yl)-2-(pyridin-2-ylmethyl)-[1,2,4]triazolo[1,5-a]pyrazin-6-yl)benzonitrile